ClC=1C=C(COC=2C=C(C=CC2NS(=O)(=O)CC)C2=NNC(=C2C(=O)N)NC2=NC=CC=C2)C=CC1 3-(3-((3-chlorobenzyl)oxy)-4-(ethylsulfonamido)phenyl)-5-(pyridin-2-ylamino)-1H-pyrazole-4-carboxamide